O=C1NC(CCC1N1C(C2=CC=CC(=C2C1)NCC(=O)N1CCC(CC1)NC(C1=CC(=CC=C1)OC)=O)=O)=O N-(1-((2-(2,6-dioxopiperidin-3-yl)-1-oxoisoindolin-4-yl)glycyl)piperidin-4-yl)-3-methoxybenzamide